lead-cadmium-zinc [Zn].[Cd].[Pb]